(S)-3-(4-nitropyrazol-1-yl)tetrahydrofuran [N+](=O)([O-])C=1C=NN(C1)[C@@H]1COCC1